3-chloro-4-((3,5-difluoropyridin-2-yl)methoxy)-2'-(2-(2-hydroxy-propan-2-yl)pyrimidin-4-yl)-5',6-dimethyl-2H-[1,4'-bipyridin]-2-one ClC=1C(N(C(=CC1OCC1=NC=C(C=C1F)F)C)C1=CC(=NC=C1C)C1=NC(=NC=C1)C(C)(C)O)=O